1-(4-((2-((6-(pyridin-4-yl)benzo[d]thiazol-2-yl)-amino)pyridin-4-yl)-methyl)piperazin-1-yl)-ethanone N1=CC=C(C=C1)C1=CC2=C(N=C(S2)NC2=NC=CC(=C2)CN2CCN(CC2)C(C)=O)C=C1